COC(C1=C(C=CC=C1)C#CC1=CC(=NC=C1)CN)=O [2-[2-(aminomethyl)-4-pyridinyl]ethynyl]benzoic acid methyl ester